ethyl 4-[1-(4-methoxybenzyl)-7-vinyl-1H-pyrrolo[3,2-c]pyridin-4-yl]benzoate COC1=CC=C(CN2C=CC=3C(=NC=C(C32)C=C)C3=CC=C(C(=O)OCC)C=C3)C=C1